NC1=CC(=C(OC2=C3C(=NC=C2C#N)N(C=C3Br)COCC[Si](C)(C)C)C=C1)F 4-(4-amino-2-fluorophenoxy)-3-bromo-1-((2-(trimethylsilyl)ethoxy)methyl)-1H-pyrrolo[2,3-b]Pyridine-5-carbonitrile